1-(6-(((1S,3S)-3-((3-(4-Methoxybenzyl)-3H-imidazo[4,5-b]pyridin-2-yl)amino)cyclopentyl)amino)pyridin-3-yl)imidazolidine-2,4-dione COC1=CC=C(CN2C(=NC=3C2=NC=CC3)N[C@@H]3C[C@H](CC3)NC3=CC=C(C=N3)N3C(NC(C3)=O)=O)C=C1